C(#N)CCNC(=O)C1=CC=C(C=N1)COC1=CC=CC(=N1)C1=CC(=C(CC2=NC3=C(N2C[C@H]2OCC2)C=C(C=C3)C(=O)O)C=C1F)F (S)-2-(4-(6-((6-((2-cyanoethyl)carbamoyl)pyridin-3-yl)methoxy)pyridin-2-yl)-2,5-difluorobenzyl)-1-(oxetan-2-ylmethyl)-1H-benzo[d]imidazole-6-carboxylic acid